(1,4-phenylene)bismaleimide (2R,3R)-5,7-dihydroxy-2-(3,4,5-trihydroxyphenyl)chroman-3-yl-4-((ethylcarbamoyl)oxy)-3,5-dihydroxybenzoate OC1=C2C[C@H]([C@H](OC2=CC(=C1)O)C1=CC(=C(C(=C1)O)O)O)OC(C1=CC(=C(C(=C1)O)OC(NCC)=O)O)=O.C1(=CC=C(C=C1)C=1C(=O)NC(C1)=O)C=1C(=O)NC(C1)=O